ClC=1C(=C(C(=CC1Cl)Cl)OC(C(=O)OC1=C(C(=C(C=C1Cl)Cl)Cl)C(=O)OCCC(CCC)C)=O)C(=O)OCCC(CCC)C bis{3,4,6-trichloro-2-[(3-methylhexyloxy)carbonyl] phenyl}oxalate